Tert-butyl (3-(4-(2-(4-((2-(2-oxo-6-azaspiro[3.3]heptane-6-yl)pyrimidin-4-yl)methoxy)phenyl)propan-2-yl)phenoxy)cyclohexyl)carbamate O=C1CC2(C1)CN(C2)C2=NC=CC(=N2)COC2=CC=C(C=C2)C(C)(C)C2=CC=C(OC1CC(CCC1)NC(OC(C)(C)C)=O)C=C2